yttrium(II) oxide [O-2].[Y+2]